OC(C(=O)O)C(CO)(C)C 2,4-dihydroxy-3,3-dimethyl-butyric acid